2-(2,4-Dioxo-1,2,3,4-tetrahydro-5H-naphtho[1,2-b][1,4]diazepin-5-yl)isonicotinonitrile O=C1CC(N(C2=C(N1)C1=CC=CC=C1C=C2)C=2C=C(C#N)C=CN2)=O